3-(3-Hydroxy-2,6-dimethylphenyl)-6-(2-cyclopropylpyrimidin-5-yl)-3,7-dihydro-4H-pyrrolo[2,3-d]pyrimidin-4-one OC=1C(=C(C(=CC1)C)N1C=NC2=C(C1=O)C=C(N2)C=2C=NC(=NC2)C2CC2)C